BrC=1C=CC(=NC1)C1=CC(=C2C=NC(=NN21)N[C@H]2[C@@H](CN(CC2)S(=O)(=O)C2CC2)O)F (3R,4R)-4-((7-(5-bromopyridin-2-yl)-5-fluoropyrrolo[2,1-f][1,2,4]triazin-2-yl)amino)-1-(cyclopropylsulfonyl)piperidin-3-ol